2-bromo-4-fluoro-6-methyl-phenol BrC1=C(C(=CC(=C1)F)C)O